C1N(CCC2=CC=CC=C12)C[C@H](CN1CCOC2=C(C1=O)C=CC(=C2)OCCN2CCOCC2)O 4-[(2R)-3-(3,4-dihydro-1H-isoquinolin-2-yl)-2-hydroxy-propyl]-8-(2-morpholinoethoxy)-2,3-dihydro-1,4-benzoxazepin-5-one